COC1=CC=C(C=C1)C(OC[C@@H](CN1C(NC=CC1=O)=O)O)(C1=CC=CC=C1)C1=CC=C(C=C1)OC 3-[(2R)-3-[bis(4-methoxyphenyl)-phenyl-methoxy]-2-hydroxy-propyl]-1H-pyrimidine-2,4-dione